bis(4-chlorophenyl) diselenide ClC1=CC=C(C=C1)[Se][Se]C1=CC=C(C=C1)Cl